C1(CC1)C#CC1=NC(=C(C(=O)O)C=C1)OC (cyclopropylethynyl)-2-methoxynicotinic acid